FC(OC1=CC=C(C=C1)C1=CC=C(C=C1)COC=1N=NNC1C(=O)O)(F)F 4-((4'-(trifluoromethoxy)-[1,1'-biphenyl]-4-yl)methoxy)-1H-1,2,3-triazole-5-carboxylic acid